FC1=C(N=C(C2=C1N=C(N=C2N2C[C@@](CCC2)(O)C)SC)OC)C2=CC(=CC1=CC=C(C(=C21)C#C[Si](C(C)C)(C(C)C)C(C)C)F)O[Si](C(C)C)(C(C)C)C(C)C (R)-1-(8-fluoro-7-(7-fluoro-8-((triisopropylsilyl)ethynyl)-3-((triisopropylsilyl)oxy)naphthalen-1-yl)-5-methoxy-2-(methylthio)pyrido[4,3-d]pyrimidin-4-yl)-3-Methylpiperidin-3-ol